Cl.C(C)OC(=O)C1=CSC=C1 thiophene-3-carboxylic acid ethyl ester hydrochloride